ethyl ((hydroxymethyl)(phenoxy) phosphoryl)-L-alaninate OCP(=O)(OC1=CC=CC=C1)N[C@@H](C)C(=O)OCC